1-(6-(2,4-dioxo-1,2,3,4-tetrahydropyrimidin-5-yl)imidazo[1,2-b]pyridazin-8-yl)-4,4-difluoropyrrolidin-3-yl 3,3-difluoroazetidine-1-carboxylate FC1(CN(C1)C(=O)OC1CN(CC1(F)F)C=1C=2N(N=C(C1)C=1C(NC(NC1)=O)=O)C=CN2)F